BrC1=C(N=C2N1C(=NC=C2)NCC2=C(C=CC1=C2CCO1)F)C(=O)N bromo-5-(((5-fluoro-2,3-dihydrobenzofuran-4-yl)methyl)amino)imidazo[1,2-c]Pyrimidine-2-carboxamide